OCCNCCCOC=1C(=C(C=CC1)C1=C(C(=CC=C1)OCCCN1C[C@@H](CC1)O)C)C (R)-1-(3-((3'-(3-((2-hydroxyethyl)amino)propoxy)-2,2'-dimethyl-[1,1'-biphenyl]-3-yl)oxy)propyl)pyrrolidin-3-ol